2-(5-methoxynaphthalen-2-yl)acetic acid COC1=C2C=CC(=CC2=CC=C1)CC(=O)O